(2R,3R)-3-((3-(3-fluoro-4-chlorophenyl)isoxazol-5-yl)-methoxy)-2-(2,4-difluorophenyl)-1-(1H-1,2,4-triazol-1-yl)butan-2-ol FC=1C=C(C=CC1Cl)C1=NOC(=C1)CO[C@@H]([C@@](CN1N=CN=C1)(O)C1=C(C=C(C=C1)F)F)C